2-(2-fluoro-4-(pyrrolidin-2-yl)phenyl)-N-(3-(4-fluoropiperidin-1-yl)propyl)benzo[d]imidazo[2,1-b]thiazole-7-carboxamide FC1=C(C=CC(=C1)C1NCCC1)C=1N=C2SC3=C(N2C1)C=CC(=C3)C(=O)NCCCN3CCC(CC3)F